ethyl 3-[7-methyl-1-(2-trimethylsilylethoxymethyl)indazol-5-yl]sulfanylpropanoate CC=1C=C(C=C2C=NN(C12)COCC[Si](C)(C)C)SCCC(=O)OCC